O.[K+].[K+].[K+].C(CC(O)(C(=O)[O-])CC(=O)[O-])(=O)[O-] CITRIC ACID tripotassium salt monohydrate